CC(=CCCC(=O)O)CCC=C(C)C.C(C)(=O)OC\C=C(/C)\CCC=C(C)C Geranyl acetate (3,7-Dimethyl-2,6-octadien-1-yl acetate)